BrC1=C(C(=CC(=C1F)Cl)F)B(O)O (2-bromo-4-chloro-3,6-difluorophenyl)boronic acid